2'-chloro-5'-methoxy-6-methyl-N-(5-(((R)-1-((R)-tetrahydrofuran-3-yl)piperidin-3-yl)oxy)-1,3,4-thiadiazol-2-yl)-[4,4'-bipyridine]-3-carboxamide ClC1=NC=C(C(=C1)C1=C(C=NC(=C1)C)C(=O)NC=1SC(=NN1)O[C@H]1CN(CCC1)[C@H]1COCC1)OC